(1-Benzylpiperidin-4-yl)-N-(2,4-dimethylphenyl)butanamide tert-butyl-(3S)-3-[4-[3-chloro-4-(difluoromethoxy)anilino]pyrido[3,4-d]pyrimidin-6-yl]oxypyrrolidine-1-carboxylate C(C)(C)(C)OC(=O)N1C[C@H](CC1)OC1=CC2=C(N=CN=C2NC2=CC(=C(C=C2)OC(F)F)Cl)C=N1.C(C1=CC=CC=C1)N1CCC(CC1)C(C(=O)NC1=C(C=C(C=C1)C)C)CC